tert-butyl (2R)-6-(benzyloxy)-2-{[(tert-butoxycarbonyl)(cyclopropylmethyl)amino]methyl}-5-[(2-tert-butoxy-2-oxoethyl)amino]-4-fluoro-2,3-dihydro-1H-indole-1-carboxylate C(C1=CC=CC=C1)OC1=C(C(=C2C[C@@H](N(C2=C1)C(=O)OC(C)(C)C)CN(CC1CC1)C(=O)OC(C)(C)C)F)NCC(=O)OC(C)(C)C